ClC1=CC=C(CN2C(=C(C3=CC(=CC=C23)C(C)C)S(=O)(=O)CC(C)(C)C)CC(C(=O)O)(C)C)C=C1 (1-(4-chlorobenzyl)-5-isopropyl-3-(neopentylsulfonyl)-1H-indol-2-yl)-2,2-dimethylpropanoic acid